1,3-adamantanedithiol C12(CC3(CC(CC(C1)C3)C2)S)S